FC(C(=O)O)(F)F.NCC(CC=1N(C(NN1)=O)C1=NC=C(C=C1C)C=1C=NC(=CC1)N(C)C)=C(F)F [2-(aminomethyl)-3,3-difluoro-allyl]-4-[5-[6-(dimethylamino)-3-pyridinyl]-3-methyl-2-pyridinyl]-1,2,4-triazol-3-one trifluoroacetate salt